C1CCN2CC(C(C(C12)O)O)O octahydroindolizine-6,7,8-triol